FC=1C(=NC=CC1CN1N=C2N(C1=O)[C@@H](CC2)C(=O)O)C(F)(F)F (5S)-2-{[3-Fluoro-2-(trifluoromethyl)pyridin-4-yl]methyl}-3-oxo-2,5,6,7-tetrahydro-3H-pyrrolo[2,1-c][1,2,4]triazole-5-carboxylic acid